N5-cyclobutyl-N3-methyl-2-oxo-1-(quinolin-5-ylmethyl)-1,2-dihydropyridine-3,5-dicarboxamide C1(CCC1)NC(=O)C=1C=C(C(N(C1)CC1=C2C=CC=NC2=CC=C1)=O)C(=O)NC